C(C)(C)(C)OC(NC1CCC2(CO2)CC1)=O (1-oxaspiro[2.5]Octane-6-yl)carbamic acid tert-butyl ester